N-(2-aminoethyl)-5-isoquinolinesulfonamide dihydrochloride C1=CC2=C(C=CN=C2)C(=C1)S(=O)(=O)NCCN.Cl.Cl